1-(5-(4-(4-bromophenyl)piperazin-1-yl)-3-fluoropyridin-2-yl)-3,3,3-trifluoropropan-1-ol BrC1=CC=C(C=C1)N1CCN(CC1)C=1C=C(C(=NC1)C(CC(F)(F)F)O)F